ClC=1C=C(C=CC1)[C@@H]1N(OCC1)C1=CC(=NC=N1)NC=1C(=CC(=C(C1)NC(C=C)=O)N1CCC(CC1)N1CCN(CC1)C(C)C)OC N-(5-((6-((R)-3-(3-chlorophenyl)isoxazolidine-2-yl)pyrimidine-4-yl)amino)-2-(4-(4-isopropylpiperazine-1-yl)piperidine-1-yl)-4-methoxyphenyl)acrylamide